C[C@H](CC)N1N=CC(=C1)B1OC(C(O1)(C)C)(C)C 1-[(2R)-butan-2-yl]-4-(4,4,5,5-tetramethyl-1,3,2-dioxaborolan-2-yl)-1H-pyrazole